2-(1-methyl-1H-imidazol-5-yl)-N-((1r,4r)-4-(trifluoromethyl)cyclohexyl)pyrimidine-4-carboxamide CN1C=NC=C1C1=NC=CC(=N1)C(=O)NC1CCC(CC1)C(F)(F)F